ClC1=NC=C(C=C1)CCOC 2-chloro-5-(2-methoxyethyl)pyridine